1-(2-(5-(4-fluoro-2-(trifluoromethyl)phenyl)isoindolin-2-yl)-2-oxoethyl)-1H-1,2,4-triazole-3-carbonitrile FC1=CC(=C(C=C1)C=1C=C2CN(CC2=CC1)C(CN1N=C(N=C1)C#N)=O)C(F)(F)F